N-{(1R)-1-[3-(1,3-benzodioxol-5-yl)phenyl]ethyl}-6,7-dimethoxy-2-methylquinazolin-4-amine O1COC2=C1C=CC(=C2)C=2C=C(C=CC2)[C@@H](C)NC2=NC(=NC1=CC(=C(C=C21)OC)OC)C